(1R,4R,5S)-5-((7-bromo-6-(2-cyanoethyl)-2-ethoxy-8-fluoro-3-iodoquinolin-4-yl)amino)-2-azabicyclo[2.1.1]hexane-2-carboxylic acid tert-butyl ester C(C)(C)(C)OC(=O)N1[C@H]2[C@H]([C@@H](C1)C2)NC2=C(C(=NC1=C(C(=C(C=C21)CCC#N)Br)F)OCC)I